2-Tert-butyl-6-phenylphenol C(C)(C)(C)C1=C(C(=CC=C1)C1=CC=CC=C1)O